NC1=NC(=CC(=C1)SCC1=NC2=C(N1)C=CC(=C2)NC=2C=NC=CC2)C(F)(F)F 2-(((2-Amino-6-(trifluoromethyl)pyridin-4-yl)thio)methyl)-N-(pyridin-3-yl)-1H-benzo[d]imidazol-5-amine